meta-trifluoromethylbenzyl alcohol FC(C=1C=C(CO)C=CC1)(F)F